ClC=1C=C(CC2=NOC(=N2)CC(C(=O)O)=C)C=CC1C 2-((3-(3-chloro-4-methylbenzyl)-1,2,4-oxadiazol-5-yl)methyl)acrylic acid